4-[7-(1-cyano-1-methyl-ethyl)imidazo[1,2-a]pyridin-3-yl]-2-(difluoromethoxy)-6-methoxy-benzoic acid C(#N)C(C)(C)C1=CC=2N(C=C1)C(=CN2)C2=CC(=C(C(=O)O)C(=C2)OC)OC(F)F